(S)-3-(isoquinolin-4-yl)-2-oxo-1-(3-(trifluoromethyl)bicyclo[1.1.1]pentan-1-yl)imidazolidine-4-carbonitrile C1=NC=C(C2=CC=CC=C12)N1C(N(C[C@H]1C#N)C12CC(C1)(C2)C(F)(F)F)=O